BrC1=C(N=C(S1)C1=C(C=CC=C1)F)C(=O)O 5-bromo-2-(2-fluorophenyl)thiazole-4-carboxylic acid